BrC1=CC(=C(C(=C1)F)C=1N=C2N(C=CC(=C2)C)C1)F 2-(4-bromo-2,6-difluorophenyl)-7-methylimidazo[1,2-a]pyridine